(3-(4-(tert-butoxycarbonyl)piperazin-1-yl)benzyl)zinc (II) bromide [Br-].C(C)(C)(C)OC(=O)N1CCN(CC1)C=1C=C(C[Zn+])C=CC1